2',3-dichloro-3'-fluoro-5',6-dimethyl-4-((1S,2S)-2-(2-(methyl-d3)-2H-1,2,3-triazol-4-yl)cyclopropyl)-2H-[1,4'-bipyridin]-2-one ClC1=NC=C(C(=C1F)N1C(C(=C(C=C1C)[C@@H]1[C@H](C1)C1=NN(N=C1)C([2H])([2H])[2H])Cl)=O)C